(2R,3S)-3-amino-2,5-dimethyl-8-(methylsulfonyl)-2,3-dihydropyrido-[3,2-b][1,4]oxazepin-4(5H)-one hydrochloride Cl.N[C@@H]1C(N(C2=C(O[C@@H]1C)C=C(C=N2)S(=O)(=O)C)C)=O